C(C1=CC=CC=C1)O[C@@H]1[C@H](N(C[C@@H]([C@H]1OCC1=CC=CC=C1)OCC1=CC=CC=C1)CCC1=C(C=C(C=C1F)C(F)(F)F)F)C (2r,3r,4r,5s)-3,4,5-tris(benzyloxy)-1-(2,6-difluoro-4-(trifluoromethyl)phenethyl)-2-methylpiperidine